OC1(COC1)C1=CC=C(C=C1)C(=O)N1CCC(CC1)NC1=NC=C(C=C1)C(F)(F)F (4-(3-hydroxyoxetan-3-yl)phenyl)(4-((5-(trifluoromethyl)pyridin-2-yl)amino)piperidin-1-yl)methanone